6-[(1,2-oxazol-4-yloxy)methyl]-4-(trifluoromethyl)-3H-isoindol-1-one O1N=CC(=C1)OCC1=CC(=C2CNC(C2=C1)=O)C(F)(F)F